COC(=O)NS(=O)(=O)C(F)(F)F Methoxycarbonyl-Trifluoromethyl-Sulfonamide